1-(9Z-tetradecenoyl)-2-(9Z,12Z-heptadecadienoyl)-glycero-3-phospho-(1'-sn-glycerol) CCCC/C=C\CCCCCCCC(=O)OC[C@H](COP(=O)(O)OC[C@H](CO)O)OC(=O)CCCCCCC/C=C\C/C=C\CCCC